C(C)C(C(CC(C)O)O)C ethyl-methyl-2,4-pentanediol